nonafluorobutanesulfonic acid potassium [K].FC(C(C(C(S(=O)(=O)O)(F)F)(F)F)(F)F)(F)F